ClN1NC(=CC(=N1)Cl)C1=C(C=CC=C1)Cl 2,4-Dichloro-6-(chlorophenyl)triazin